NCCOCCOCCOCCOCCN(C(=O)[C@@H]1CN(CCC1)C1=CN=CC2=CC=CC=C12)C=1C=CC(N(C1)CC(=O)OCC)=O ethyl (S)-2-(5-(N-(14-amino-3,6,9,12-tetraoxatetradecyl)-1-(isoquinolin-4-yl) piperidine-3-carboxamido)-2-oxopyridin-1(2H)-yl)acetate